C(C1=CC=CC=C1)OC(=O)N1CC(NCC1)CC(=O)OC 3-(2-methoxy-2-oxoethyl)piperazine-1-carboxylic acid benzyl ester